N(=C=O)CCC12C(CC(CC1)C2)(CCCN=C=O)CN=C=O (2-isocyanatoethyl)-2-isocyanatomethyl-2-(3-isocyanatopropyl)-bicyclo(2.2.1)heptane